2-methylenepyrrolidine C=C1NCCC1